[(tert-butylamino)methyl]4-hydroxy-m-xylene-α,α'-diol C(C)(C)(C)NCC1=C(C=CC(=C1CO)O)CO